N-[2-(3-acetyl-2-pyridyl)-2-(1-methylpyrazol-4-yl)propyl]-5-(2,4-difluorophenyl)isoxazole-3-carboxamide C(C)(=O)C=1C(=NC=CC1)C(CNC(=O)C1=NOC(=C1)C1=C(C=C(C=C1)F)F)(C)C=1C=NN(C1)C